COC=1C=C(C2=CC=CC=C2C1)NC(=O)C1=CC(=NC(=N1)OC[C@H]1N(CCC1)C)N1[C@@H]2CN([C@H](C1)C2)C(=O)OC(C)(C)C tert-butyl (1S,4S)-5-[6-[(3-methoxy-1-naphthyl)carbamoyl]-2-[[(2S)-1-methylpyrrolidin-2-yl]methoxy]pyrimidin-4-yl]-2,5-diazabicyclo[2.2.1]heptane-2-carboxylate